[Cl-].CC1=C(C(=CC(=C1)C)C)N1C=[N+](C=C1)C1=C(C=C(C=C1C)C)C 1,3-Bis(2,4,6-trimethylphenyl)imidazolium chlorid